5-(3-((3-chlorophenyl)ethynyl)phenoxy)-1H-1,2,3-triazole-4-carboxylic acid ClC=1C=C(C=CC1)C#CC=1C=C(OC2=C(N=NN2)C(=O)O)C=CC1